BrC1=C(C=CC2=C1[C@H]([C@](O2)(C#N)C2=CC=CC=C2)O)Cl (2R,3R)-4-bromo-5-chloro-3-hydroxy-2-phenyl-2,3-dihydrobenzofuran-2-carbonitrile